di-(α-methylstyryl)diphenylamine CC(=CC1=CC=CC=C1)C=1C(=C(C=CC1)NC1=CC=CC=C1)C(=CC1=CC=CC=C1)C